ClC1=C(C(=O)NC=2C=C3C=C(N(C3=CC2)CC)C(=O)NC2=CC(=CC=C2)OC(F)(F)F)C=C(C=C1)CNC(C(C)C)=O 5-(2-chloro-5-(isobutyramidomethyl)benzamido)-1-ethyl-N-(3-(trifluoromethoxy)phenyl)-1H-indole-2-carboxamide